NC1=NC(=NC=C1C(=O)OCC)N1CCN(CC1)C1=CC=NC=C1 ethyl 4-amino-2-(4-(pyridin-4-yl)piperazin-1-yl)pyrimidine-5-carboxylate